methyl 1-(1-(tert-butoxycarbonyl)azetidin-3-yl)-6-chloro-1H-pyrrolo[2,3-b]pyridine-4-carboxylate C(C)(C)(C)OC(=O)N1CC(C1)N1C=CC2=C1N=C(C=C2C(=O)OC)Cl